2-((1-cyclohexyl-1H-pyrazol-3-yl)amino)-8-cyclopentyl-5-methylpyrido[2,3-d]pyrimidin-7(8H)-one C1(CCCCC1)N1N=C(C=C1)NC=1N=CC2=C(N1)N(C(C=C2C)=O)C2CCCC2